N(=[N+]=[N-])C1=CC=C(C(=O)OC[C@H](CC2=CC=CC=C2)NC(=O)OCC2C3=CC=CC=C3C=3C=CC=CC23)C=C1 (S)-2-((((9H-fluoren-9-yl) methoxy) carbonyl) amino)-3-phenylpropyl 4-azidobenzoate